{5-[(1S)-1-[(2S)-2-{[(tert-butoxy)carbonyl]amino}-4-methylpentanamido]-3-ethoxy-3-oxopropyl]pyridin-3-yl}boronic acid C(C)(C)(C)OC(=O)N[C@H](C(=O)N[C@@H](CC(=O)OCC)C=1C=C(C=NC1)B(O)O)CC(C)C